ethyl 1-(4-bromophenyl)-3-(difluoromethyl)-4-(p-tolyl)-5-(trifluoromethyl)-4,5-dihydro-1H-1,2,4-triazole-5-carboxylate BrC1=CC=C(C=C1)N1N=C(N(C1(C(=O)OCC)C(F)(F)F)C1=CC=C(C=C1)C)C(F)F